C=1N=CN2C1C1=CC=CC=C1[C@@H]2[C@H]2[C@H](C1=CC(=CC=C1CC2)S(=O)(=O)C)O (1R,2S)-2-((S)-5H-imidazo[5,1-a]isoindol-5-yl)-7-(methylsulfonyl)-1,2,3,4-tetrahydronaphthalen-1-ol